2-[[(3S)-3-methyl-1-piperidinyl]methyl]-6-[3-[2-(4-methyl-1,2,4-triazol-3-yl)phenyl]phenyl]-1-(p-tolylsulfonyl)-4-(trifluoromethyl)pyrrolo[2,3-c]pyridin-7-one C[C@@H]1CN(CCC1)CC1=CC2=C(C(N(C=C2C(F)(F)F)C2=CC(=CC=C2)C2=C(C=CC=C2)C2=NN=CN2C)=O)N1S(=O)(=O)C1=CC=C(C=C1)C